1-chloro-7-phenylphenanthrene ClC1=CC=CC=2C3=CC=C(C=C3C=CC12)C1=CC=CC=C1